N'''-tert-butyl-N,N',N''-tris[tris(dimethylamino)-lambda5-phosphanylidene]phosphorimidic triamide C(C)(C)(C)N=P(N=P(N(C)C)(N(C)C)N(C)C)(N=P(N(C)C)(N(C)C)N(C)C)N=P(N(C)C)(N(C)C)N(C)C